trans-tert-butyl ((4-(4-(2-oxo-2,3-dihydrobenzo[d]oxazol-6-yl)piperidin-1-yl)cyclohexyl)methyl)carbamate O=C1OC2=C(N1)C=CC(=C2)C2CCN(CC2)[C@@H]2CC[C@H](CC2)CNC(OC(C)(C)C)=O